4-(6-(4-(cyclopent-1-ene-1-carbonyl)piperazin-1-yl)pyridin-3-yl)-6-(1-methyl-1H-pyrazol-4-yl)pyrazolo[1,5-a]pyridine-3-carbonitrile C1(=CCCC1)C(=O)N1CCN(CC1)C1=CC=C(C=N1)C=1C=2N(C=C(C1)C=1C=NN(C1)C)N=CC2C#N